FC=1C=CC2=C(CCC(O2)C(=O)N[C@H]2C[C@H](CCC2)NC2=CC(=NC3=CC=CC=C23)C(F)(F)F)C1 6-fluoro-N-[(1R,3S)-3-{[2-(trifluoromethyl)quinolin-4-yl]amino}cyclohexyl]-3,4-dihydro-2H-1-benzopyran-2-carboxamide